C1C(CC2=CC=CC=C12)N(CCC)CC1CCC(CC1)NC(=O)C=1NC2=CC=CC=C2C1 N-((1R,4R)-4-(((2,3-dihydro-1H-inden-2-yl)(propyl)amino)methyl)cyclohexyl)-1H-indole-2-carboxamide